C1(=CC=CC=C1)C1OCC1 2-phenyl-oxetane